N-((2-chloro-5-nitrophenyl)sulfonyl)-5,5-diphenyl-4,5-dihydroisoxazole-3-carboxamide ClC1=C(C=C(C=C1)[N+](=O)[O-])S(=O)(=O)NC(=O)C1=NOC(C1)(C1=CC=CC=C1)C1=CC=CC=C1